(6s,7s)-2-(5-fluoropyridin-2-yl)-6,7-dimethyl-3-(1H-pyrazolo[3,4-b]pyridin-4-yl)-6,7-dihydro-4H-pyrazolo[5,1-c][1,4]oxazine FC=1C=CC(=NC1)C1=NN2C(CO[C@H]([C@@H]2C)C)=C1C1=C2C(=NC=C1)NN=C2